2-Amino-N-(1-(4-chloro-7-(2-hydroxyethoxy)-1H-indazol-6-yl)ethyl)pyrazolo[1,5-a]pyrimidine-3-carboxamide NC1=NN2C(N=CC=C2)=C1C(=O)NC(C)C1=CC(=C2C=NNC2=C1OCCO)Cl